1-(oxetan-3-yl)-1,4-dihydroquinolin-4-one O1CC(C1)N1C=CC(C2=CC=CC=C12)=O